C(C)(C)(C)N1N=C(C(=C1NC(OCC(C)C)=O)C)C1CC(C1)(F)F isobutyl (1-(tert-butyl)-3-(3,3-difluorocyclobutyl)-4-methyl-1H-pyrazol-5-yl)carbamate